OC(CCCCCCCCCCCCCCCCCCC(=O)O)CC=CCC=CCC 20-Hydroxy-octacosa-22,25-dienoic acid